lead tin telluride tin [Sn].[Sn]=[Te].[Pb]